The molecule is a primary alcohol that is uracil bearing a hydroxymethyl substituent at the 5-position. It has a role as a human metabolite. It is a primary alcohol and a pyrimidone. It derives from a uracil. C1=C(C(=O)NC(=O)N1)CO